NC1=C(C=C2C=NN(C2=C1)CCC(C)NC(=O)C1=CN=C2N1N=C(C=C2N(C(OC(C)(C)C)=O)C)Cl)OC tert-butyl (3-((4-(6-amino-5-methoxy-1H-indazol-1-yl)butan-2-yl)carbamoyl)-6-chloroimidazo[1,2-b]pyridazin-8-yl)(methyl)carbamate